O=C1C2(C=3C(=NC=CC3)N1)CC1=C(OC(=C1)C(=O)O)C2 2'-Oxo-1',2',4,6-tetrahydrospiro[cyclopenta[b]furan-5,3'-pyrrolo[2,3-b]pyridine]-2-carboxylic acid